tert-butyl (3S)-3-[[[1-(4-cyanophenyl)-5-(4-methylphenyl)pyrazol-3-yl]-[(2-methylpropan-2-yl)oxycarbonyl]amino]methyl]pyrrolidine-1-carboxylate C(#N)C1=CC=C(C=C1)N1N=C(C=C1C1=CC=C(C=C1)C)N(C(=O)OC(C)(C)C)C[C@@H]1CN(CC1)C(=O)OC(C)(C)C